N,N-diethyl-5,6-diphenylpyrimidine-4-carboxamide C(C)N(C(=O)C1=NC=NC(=C1C1=CC=CC=C1)C1=CC=CC=C1)CC